FC=1C(C(=C(C(C1F)=C(C#N)C#N)F)F)=C(C#N)C#N 2,2'-(perfluorocyclohexa-2,5-diene-1,4-diylidene)dimalononitril